1-[4-(4,4,5,5-tetramethyl-1,3,2-dioxaborolan-2-yl)phenyl]piperidine CC1(OB(OC1(C)C)C1=CC=C(C=C1)N1CCCCC1)C